OC1(CC(C1)C(=O)N1CC2(C1)CC(C2)C2=CC(=CC(=C2)C(F)(F)F)C)C ((1s,3s)-3-Hydroxy-3-methylcyclobutyl)(6-(3-methyl-5-(trifluoromethyl)phenyl)-2-azaspiro[3.3]heptan-2-yl)methanone